BrC1=C(N(N=C1)C(C)C)C=1C=C(C=CC1OC)NC(=O)NC1=CC=C(C=C1)F 1-[3-(4-Bromo-2-isopropyl-2H-pyrazol-3-yl)-4-methoxy-phenyl]-3-(4-fluoro-phenyl)-urea